N-(2-carbamoyl-4-chloro-6-methyl-phenyl)-2-(3-chloro-2-pyridyl)-5-[[5-(2,6-dichlorophenyl)tetrazol-2-yl]methyl]pyrazole-3-carboxamide C(N)(=O)C1=C(C(=CC(=C1)Cl)C)NC(=O)C=1N(N=C(C1)CN1N=C(N=N1)C1=C(C=CC=C1Cl)Cl)C1=NC=CC=C1Cl